C(C)(C)(C)OC(=O)NCCCN(CCCCCCCC(=O)OCCC(CCC)CCC)CCCCCCCC(=O)OCCC(CCC)CCC Bis(3-propylhexyl) 8,8'-((3-((tert-butoxycarbonyl)amino)propyl)azanediyl)dioctanoate